C1(CC1)C1=C(NC=2N=C(N=C(C21)N)C2=CC(=CC=C2)F)C cyclopropyl-2-(3-fluorophenyl)-6-methyl-7H-pyrrolo[2,3-d]pyrimidin-4-amine